arabinosyl triphosphate O(P([O-])(=O)OP(=O)([O-])OP(=O)([O-])[O-])C1[C@@H](O)[C@H](O)[C@H](O)CO1